C(C)N(C1=CC(=C(C=C1)C(C1=CC=C(C=C1)N(CC)CC)C1=C(C=C(C=C1)N(CC)CC)C)C)CC bis(4-diethylamino-2-methylphenyl)-(4-diethylamino-phenyl)methane